N-[(6-Amino-2-pyridyl)sulfonyl]-6-(4-fluoro-2-methoxyphenyl)-2-(2,4,6-trimethylphenoxy)pyridin-3-carboxamid NC1=CC=CC(=N1)S(=O)(=O)NC(=O)C=1C(=NC(=CC1)C1=C(C=C(C=C1)F)OC)OC1=C(C=C(C=C1C)C)C